dihydro-5H-[1,2,4]triazolo[4,3-a]pyrazine N1NCN2C1=CN=CC2